ClC=1C(=NN(C1)CC)C(=O)OC1=C(C=C(C=C1)C=O)OCC 2-ETHOXY-4-FORMYLPHENYL 4-CHLORO-1-ETHYLPYRAZOLE-3-CARBOXYLATE